[(1S)-2,2-difluorocyclopropyl]-[(5S,7S)-7-fluoro-5-phenyl-6,7-dihydro-5H-pyrrolo[1,2-b][1,2,4]triazol-2-yl]methanone FC1([C@@H](C1)C(=O)C=1N=C2N(N1)[C@@H](C[C@@H]2F)C2=CC=CC=C2)F